2-methyl-2-(3-methylpyrazol-1-yl)propan-1-one CC(C=O)(C)N1N=C(C=C1)C